C1(CC1)C1=C(C=C(C(=C1)I)C)N(C(C#CC)=O)C1=CC=C2C(=N1)C(=NN2C)O[C@@H]2C[C@@H](CCC2)C(=O)O (1R,3S)-3-({5-[N-(2-cyclopropyl-4-iodo-5-methylphenyl)but-2-ynamido]-1-methylpyrazolo[4,3-b]pyridin-3-yl}oxy)cyclohexane-1-carboxylic acid